[6-[5-[(6-methylpyridazin-3-yl)amino]benzimidazol-1-yl]-2-[3-methyl-1-(2,2,2-trifluoroethyl)pyrazol-4-yl]-3-pyridyl]methanol CC1=CC=C(N=N1)NC1=CC2=C(N(C=N2)C2=CC=C(C(=N2)C=2C(=NN(C2)CC(F)(F)F)C)CO)C=C1